ClC=1C(=C(C=CC1OCCCCO)C=1C(CC(NN1)=O)C)OCOC 6-[3-chloro-4-(4-hydroxybutoxy)-2-(methoxymethyloxy)phenyl]-5-methyl-4,5-dihydro-2H-pyridazin-3-one